(4-((benzyloxy)methyl)phenyl)methanol C(C1=CC=CC=C1)OCC1=CC=C(C=C1)CO